NCC=1C=C(C=CC1)C1=CC=CC2=C1C=C(O2)COC2=C(C=CC=C2)CC(=O)O 2-(2-((4-(3-(aminomethyl)phenyl)benzofuran-2-yl)methoxy)phenyl)acetic acid